COCCCN1N=C(C(=C1)NC=1SC=C(N1)C1=CC=C(C=C1)N1C(CCC1)=O)C 1-(4-{2-[1-(3-Methoxy-propyl)-3-methyl-1H-pyrazol-4-ylamino]-thiazol-4-yl}-phenyl)-pyrrolidin-2-one